OC=1C(=C(C2=CC=CC=C2C1)C(=O)[O-])O dihydroxynaphthate